4-(4-methylpiperazin-1-yl)-3-((methylthio)methyl)aniline CN1CCN(CC1)C1=C(C=C(N)C=C1)CSC